C(C)C(=C(C(=O)[O-])C)CCCCCC ethyl-hexylmethacrylate